octadecylmethylmethoxysilane C(CCCCCCCCCCCCCCCCC)[SiH](OC)C